ClC=1C=C(C=CC1F)N1N=C(C=C1)[C@@H](C(=O)NC1=CC(=NN1)C1CC1)C (S)-2-(1-(3-chloro-4-fluorophenyl)-1H-pyrazol-3-yl)-N-(3-cyclopropyl-1H-pyrazol-5-yl)propanamide